ClC=1C(=NC(=C(C1)C#N)C1=C(C=C(C=C1)C(F)(F)F)Cl)C(=O)OC Methyl 3-chloro-6-(2-chloro-4-(trifluoromethyl) phenyl)-5-cyanopicolinate